METHOXY-3-METHYL-BUTANOL COC(CC(C)C)O